NC1=CC=C(C=C1)N1C=NC2=C1C=CC=C2 1-(4-amino-phenyl)-1H-benzimidazol